FC(C1=CC(=NC=C1OC[C@](CC(C)C)(O)C)C1=CC(=NC=C1)C)F (S)-1-((4-(difluoromethyl)-2'-methyl-[2,4'-bipyridin]-5-yl)oxy)-2,4-dimethylpentan-2-ol